OC[C@H]1CN(CC1)CC1=CC=C(C=C1)NC(=O)NCC1=CC=C(C=C1)OC N-(4-{[(3R)-3-(hydroxymethyl)pyrrolidinyl]methyl}phenyl){[(4-methoxyphenyl)methyl]amino}carboxamide